1-iodo-3,5-diphenylbenzene IC1=CC(=CC(=C1)C1=CC=CC=C1)C1=CC=CC=C1